C1(CC1)C1=NN(C(=C1)C=O)C 3-cyclopropyl-1-methyl-1H-pyrazole-5-carbaldehyde